potassium isooctyl succinate C(CCC(=O)[O-])(=O)OCCCCCC(C)C.[K+]